2,4-diamino-6-butylamino-1,3,5-triazine NC1=NC(=NC(=N1)N)NCCCC